C(C1=CC=CC=C1)(=O)N1CCN(CC1)CC1=C(C=CC=C1)C(F)(F)F 1-benzoyl-4-(2-trifluoromethylbenzyl)piperazine